C(C)(C)OC=1N=CC=2N(C1)C=CN2 6-isopropoxyimidazo[1,2-a]pyrazin